3-(4-(4'-chloro-5'-oxo-5'H-spiro[cyclohexane-1,7'-indolo[1,2-a]quinazolin]-9'-yl)piperidin-1-yl)cyclobutane-1-carboxylic acid ClC=1C=2C(N=C3N(C2C=CC1)C1=CC=C(C=C1C31CCCCC1)C1CCN(CC1)C1CC(C1)C(=O)O)=O